C(#N)C=1C=C(C=CC1)C=1N=C(SC1C1=CNC2=NC=CC=C21)NC(=O)N2CC1(COC1)C2 N-[4-(3-Cyanophenyl)-5-(1H-pyrrolo[2,3-b]pyridin-3-yl)thiazol-2-yl]-2-oxa-6-azaspiro[3.3]heptane-6-carboxamide